ClC1=CC(=C(C=C1C)O)C=1N(N=CC1)C 4-chloro-5-methyl-2-(2-methyl-2H-pyrazol-3-yl)-phenol